4-(3-(methylsulfonyl)phenyl)-1-(trans-4-(4-(trifluoromethyl)benzyloxy)pyrrolidin-3-yl)-1H-1,2,3-triazole CS(=O)(=O)C=1C=C(C=CC1)C=1N=NN(C1)[C@@H]1CNC[C@H]1OCC1=CC=C(C=C1)C(F)(F)F